7-bromo-2,2-dimethyl-1,2-dihydroquinoline-4-formaldehyde BrC1=CC=C2C(=CC(NC2=C1)(C)C)C=O